C(C)(C)(C)C=1N=C(C2=C(N1)CN=CC2)SC2=C(C=C(C=C2)F)C(F)(F)F tert-butyl-4-((4-fluoro-2-(trifluoromethyl)phenyl)thio)-5,8-dihydropyrido[3,4-d]pyrimidine